Cl.Cl.COC=1C(=C(C=CC1)C(C(=O)O)(C(C)C)N)C(C(=O)O)(C(C)C)N 3-methoxy-1,2-phenylenebis(2-amino-3-methylbutanoate) dihydrochloride